tert-butyl (2R,4R)-2-(((S)-1-((4-(N-(ethoxycarbonyl)carbamimidoyl)benzyl)amino)-1-oxopropan-2-yl)carbamoyl)-4-phenylpyrrolidine-1-carboxylate C(C)OC(=O)NC(=N)C1=CC=C(CNC([C@H](C)NC(=O)[C@@H]2N(C[C@H](C2)C2=CC=CC=C2)C(=O)OC(C)(C)C)=O)C=C1